tert-butyl (1S,4S)-5-{2-[4-(4-fluorophenyl)-5-(pyridin-4-yl)-1H-imidazol-1-yl] acetyl}-2,5-diazabicyclo[2.2.1]heptane-2-carboxylate FC1=CC=C(C=C1)C=1N=CN(C1C1=CC=NC=C1)CC(=O)N1[C@@H]2CN([C@H](C1)C2)C(=O)OC(C)(C)C